(1S,2S)-N-(5-(5-chloro-7-ethoxy-6-fluoro-1H-indazol-4-yl)pyrazolo[1,5-a]pyridin-2-yl)-2-fluorocyclopropane-1-carboxamide ClC=1C(=C2C=NNC2=C(C1F)OCC)C1=CC=2N(C=C1)N=C(C2)NC(=O)[C@H]2[C@H](C2)F